tert-Butyl 4-((2-(2,6-dioxopiperidin-3-yl)-1-oxoisoindolin-5-yl)methyl)piperazine-1-carboxylate O=C1NC(CCC1N1C(C2=CC=C(C=C2C1)CN1CCN(CC1)C(=O)OC(C)(C)C)=O)=O